BrCC(=O)C1=CC(=NC(=C1)C)C 2-bromo-1-(2,6-dimethylpyridin-4-yl)ethan-1-one